(E)-1,5-dimethyl-4-(2-nitrovinyl)-1H-pyrazole CN1N=CC(=C1C)\C=C\[N+](=O)[O-]